1-(methyl-(3-(methylamino)propyl)amino)-3-(pyridin-3-ylmethyl)-5H-pyrido[4,3-b]indole-7-carboxylic acid methyl ester COC(=O)C=1C=CC=2C3=C(NC2C1)C=C(N=C3N(CCCNC)C)CC=3C=NC=CC3